[NH4+].CC(C(C(C(=O)[O-])(C)C)(C)C)(C(=O)[O-])C.[NH4+] hexamethylglutarate ammonium salt